amino-α-(3-pyridyl)acetonitrile NC(C#N)C=1C=NC=CC1